C1(CC1)C(C(=O)OC(C)(C)C)COC1=CC2=C(N(C[C@H](N(S2(=O)=O)C)CCC(C)(F)F)C2=CC=CC=C2)C=C1C(F)(F)F tert-butyl 2-cyclopropyl-3-(((R)-3-(3,3-difluorobutyl)-2-methyl-1,1-dioxido-5-phenyl-7-(trifluoromethyl)-2,3,4,5-tetrahydrobenzo[f][1,2,5]thiadiazepin-8-yl)oxy)propanoate